1-(3-cyclopropylpyridin-2-yl)methylamine C1(CC1)C=1C(=NC=CC1)CN